FC(C1=NN=C(O1)C1=CC=C(CN(C(=S)N2CC3(C2)CNC3)C3=CC(=C(C=C3)F)F)C=C1)F N-(4-(5-(difluoromethyl)-1,3,4-oxadiazol-2-yl)benzyl)-N-(3,4-difluorophenyl)-2,6-diazaspiro[3.3]heptane-2-thioamide